NC1=NC(=C2N(C(N(C2=N1)[C@@H]1O[C@@H]([C@@H]([C@H]1O)F)[C@H](CC)O)=O)CCC)OC 2-amino-9-((2R,3S,4R,5R)-4-fluoro-3-hydroxy-5-((S)-1-hydroxypropyl)tetrahydrofuran-2-yl)-6-methoxy-7-propyl-7,9-dihydro-8H-purin-8-one